C(C(C)C)[Si](N([Si](CC(C)C)(CC(C)C)CC(C)C)CCCCCCCCCCCCCC)(CC(C)C)CC(C)C N,N-bis(triisobutylsilyl)tetradecylamine